2-[4-[4-(2-Oxa-6-azaspiro[3.3]heptan-6-yl)benzoyl]piperazin-1-yl]-3H-quinazolin-4-one C1OCC12CN(C2)C2=CC=C(C(=O)N1CCN(CC1)C1=NC3=CC=CC=C3C(N1)=O)C=C2